6-(2-chloropropanoyl)-3,4-dihydroquinolin-2(1H)-one ClC(C(=O)C=1C=C2CCC(NC2=CC1)=O)C